BrC=1SC=2CN([C@@H](CC2N1)C)C(=O)OC(C)(C)C (R)-tert-butyl 2-bromo-6-methyl-6,7-dihydrothiazolo[5,4-c]pyridine-5(4H)-carboxylate